2-(2-Chlorophenyl)-N-[3-cyano-4-(4-fluoro-1H-pyrazol-1-yl)-5-sulfamoylphenyl]acetamide ClC1=C(C=CC=C1)CC(=O)NC1=CC(=C(C(=C1)S(N)(=O)=O)N1N=CC(=C1)F)C#N